C(C)OC(=O)N1C[C@@H](CC1)N1N=C(C2=CC(=CC=C12)C1=CC=C2C=CN=C(C2=C1)N)COC1=C(C=CC=C1)CC(=O)OCC (R)-3-(5-(1-aminoisoquinolin-7-yl)-3-((2-(2-ethoxy-2-oxoethyl)phenoxy)methyl)-1H-indazol-1-yl)pyrrolidine-1-carboxylic acid ethyl ester